O1CCN(CC1)CCN1N=CC(=C1)NC1=NC=C(C(=N1)NCCCN1C(CCCCC1)=O)C(F)(F)F 1-(3-((2-((1-(2-morpholinoethyl)-1H-pyrazol-4-yl)amino)-5-(trifluoromethyl)pyrimidin-4-yl)amino)propyl)azepan-2-one